1-(5-(((2S,4R)-1-(cyclopropylsulfonyl)-2-methylpiperidin-4-yl)methyl)pyrazolo[1,5-a]pyridin-3-yl)dihydropyrimidine-2,4(1H,3H)-dione C1(CC1)S(=O)(=O)N1[C@H](C[C@@H](CC1)CC1=CC=2N(C=C1)N=CC2N2C(NC(CC2)=O)=O)C